NC(C(=O)O)CC(CCCF)C(NCCN1C(=NC=C1)[N+](=O)[O-])=O 2-amino-7-fluoro-4-((2-(2-nitro-1H-imidazol-1-yl)ethyl)carbamoyl)heptanoic acid